(E)-1-(4-Hydroxyphenyl)-3-[4-[(4-methyl-1,2,4-triazol-3-yl)sulfanyl]-3-nitrophenyl]prop-2-en-1-one OC1=CC=C(C=C1)C(\C=C\C1=CC(=C(C=C1)SC1=NN=CN1C)[N+](=O)[O-])=O